1-di-(phenoxyethyl)amino-3,4-dimethylenehex-5-ene O(C1=CC=CC=C1)CCN(CCC(C(C=C)=C)=C)CCOC1=CC=CC=C1